C(C)(C)(C)OC(N[C@H](C(=O)N)C[C@H]1C(NCCC1)=O)=O ((S)-1-amino-1-oxo-3-((S)-2-oxopiperidin-3-yl)propan-2-yl)carbamic acid tert-butyl ester